2-o-chlorophenyl-4,5-diphenylimidazole ClC1=C(C=CC=C1)C=1NC(=C(N1)C1=CC=CC=C1)C1=CC=CC=C1